Br.Br.FC1=CC=C2C(=N1)[C@@H](C1(O2)CC1)CN |o1:9| rel-1-[(3'S)-5'-fluoro-3'H-spiro[cyclopropane-1,2'-furo[3,2-b]pyridin]-3'-yl]methylamine dihydrobromide